3-bromo-1-(tetrahydro-2H-pyran-4-yl)-1H-pyrazolo[4,3-b]pyridine-5-carboxylic acid methyl ester COC(=O)C1=CC=C2C(=N1)C(=NN2C2CCOCC2)Br